CN1CCC2(C[C@@H]2C(=O)N[C@@H](CCCCCC(CC)=O)C=2NC(=CN2)C=2C=C3C=CC=NC3=CC2)CC1 (S)-6-Methyl-N-((S)-7-oxo-1-(5-(chinolin-6-yl)-1H-imidazol-2-yl)nonyl)-6-azaspiro[2.5]octan-1-carboxamid